2-(5-((4-(1-(1-acetylpiperidin-3-yl)-1H-pyrazol-4-yl)-5-chloropyrimidin-2-yl)amino)pyridin-3-yl)-2,8-diazaspiro[4.5]decan-1-one C(C)(=O)N1CC(CCC1)N1N=CC(=C1)C1=NC(=NC=C1Cl)NC=1C=C(C=NC1)N1C(C2(CC1)CCNCC2)=O